P(=O)(OCCOCCCC)(OCCOCCCC)OCCO di(2-butoxyethyl) 2-hydroxyethyl phosphate